CN1C=NC(=C1)C1=CC=CC2=C1OC(CO2)CNC(=O)C=2OC(=CC2)CN2CCN(CC2)C 5-(4-Methyl-piperazin-1-ylmethyl)-furan-2-carboxylic acid [8-(1-methyl-1H-imidazol-4-yl)-2,3-dihydro-benzo[1,4]dioxin-2-ylmethyl]-amide